N-(2,6-difluoro-3-(5-(2-((2-hydroxy-ethyl)(methyl)-amino)pyrimidin-5-yl)-1H-pyrrolo-[2,3-b]pyridine-3-carbonyl)phenyl)-propane-1-sulfonamide FC1=C(C(=CC=C1C(=O)C1=CNC2=NC=C(C=C21)C=2C=NC(=NC2)N(C)CCO)F)NS(=O)(=O)CCC